7-chloro-6-(4-ethoxybenzyl)-2,3-dihydrobenzofuran ClC1=C(C=CC=2CCOC21)CC2=CC=C(C=C2)OCC